[N+](=O)([O-])C1=C(C=C(C(=O)OC)C=C1)NCC=1C=NC=CC1 Methyl 4-nitro-3-((pyridin-3-ylmethyl)amino)benzoate